C1NCC2CCCC=C12 hexahydro-1H-isoindol